nickel-cobalt manganese oxide [O-2].[Mn+2].[Co+2].[Ni+2].[O-2].[O-2]